ClC1=C(C=CC=C1)CS(=O)(=O)NCC1=CC=C(C=C1)N1C2=C(NC(CC1=O)=O)C1=CC=CC=C1C=C2 1-(2-chlorophenyl)-N-[4-(2,4-dioxo-1,2,3,4-tetrahydronaphtho[1,2-b][1,4]diazepine-5-yl)benzyl]methanesulfonamide